S1C(=CC=C1)B1OC(C)(C)C(C)(C)O1 thiophene-2-boronic acid pinacol ester